C(C)C(COCC(CCCC)CC)CCCC mono(2-ethylhexyl)ether